C(C)(C)N1N=C(C2=NC(=C(C=C21)C)C2=C(C=CC=C2)OC)C 1-isopropyl-5-(2-methoxyphenyl)-3,6-dimethyl-pyrazolo[4,3-b]pyridine